tert-butyl (1-(4-((1-(4-(2-((tert-butyldimethylsilyl)oxy)butyl)phenyl)-2-oxo-1,2-dihydropyrimidin-4-yl)carbamoyl)piperazin-1-yl)-2-methyl-1-oxopropan-2-yl)carbamate [Si](C)(C)(C(C)(C)C)OC(CC1=CC=C(C=C1)N1C(N=C(C=C1)NC(=O)N1CCN(CC1)C(C(C)(C)NC(OC(C)(C)C)=O)=O)=O)CC